Propyl (Z)-4-(2-((1-(3-chlorophenyl)-2,5-dioxopyrrolidin-3-ylidene)methyl)phenoxy)benzoate ClC=1C=C(C=CC1)N1C(\C(\CC1=O)=C/C1=C(OC2=CC=C(C(=O)OCCC)C=C2)C=CC=C1)=O